6-(3-(Methoxymethyl)phenyl)-5,7-dimethyl-2-(pyridin-2-yl)-2,6-dihydro-1H-pyrrolo[3,4-d]pyridazin-1-one COCC=1C=C(C=CC1)N1C(=C2C(N(N=CC2=C1C)C1=NC=CC=C1)=O)C